triethylene glycol bis[β-(3,5-di-tert-butyl-4-hydroxyphenyl) propionate] C(C)(C)(C)C=1C=C(C=C(C1O)C(C)(C)C)CCC(=O)OCCOCCOCCOC(CCC1=CC(=C(C(=C1)C(C)(C)C)O)C(C)(C)C)=O